4-methoxy-N-prop-2-ynyl-benzamide COC1=CC=C(C(=O)NCC#C)C=C1